3-[4-[2-[(2S)-2-methylazetidin-1-yl]-6,7-dihydro-5H-cyclopenta[d]pyrimidin-4-yl]phenyl]morpholine C[C@@H]1N(CC1)C=1N=C(C2=C(N1)CCC2)C2=CC=C(C=C2)C2NCCOC2